(S)-3-(2-((4-(3-((2-(1-hydroxyethyl)-1H-imidazol-1-yl)methyl)isoxazol-5-yl)phenyl)ethynyl)-7-azaspiro[3.5]non-7-yl)azetidine-1-carboxylic acid tert-butyl ester C(C)(C)(C)OC(=O)N1CC(C1)N1CCC2(CC(C2)C#CC2=CC=C(C=C2)C2=CC(=NO2)CN2C(=NC=C2)[C@H](C)O)CC1